2-bromo-4,5,6,7-tetrahydrothieno[3,2-c]pyridine BrC1=CC=2CNCCC2S1